N-(2,3-dihydro-1,4-benzoxazin-4-yl)-4-(3-hydroxyazetidin-1-yl)-8-(2,3,5-trifluorophenyl)quinoline-3-carboxamide O1CCN(C2=C1C=CC=C2)NC(=O)C=2C=NC1=C(C=CC=C1C2N2CC(C2)O)C2=C(C(=CC(=C2)F)F)F